(1-(6-(3-Fluoroazetidin-3-yl)pyridin-2-yl)-3-methyl-1H-pyrazolo[4,3-c]pyridin-6-yl)acetamide FC1(CNC1)C1=CC=CC(=N1)N1N=C(C=2C=NC(=CC21)CC(=O)N)C